1,2,3,4-butanetetracarboxylic acid, 1,2,2,6,6-pentamethylpiperidin-4-yl tridecyl ester C(C(C(CC(=O)[O-])C(=O)[O-])C(=O)OCCCCCCCCCCCCC)C(=O)OC1CC(N(C(C1)(C)C)C)(C)C